COC1=NC=C(C(=N1)OC)C1=NC=2N(C(=C1)N1CC3(CC3)C(C1)F)N=CC2 5-(2,4-dimethoxypyrimidin-5-yl)-7-(7-fluoro-5-azaspiro[2.4]heptan-5-yl)pyrazolo[1,5-a]pyrimidine